tert-butyl 4-(1-((5-(3-ethyl-1,2,4-thiadiazol-5-yl)-2-methylphenyl)glycyl)indolin-4-yl)piperazine-1-carboxylate C(C)C1=NSC(=N1)C=1C=CC(=C(C1)NCC(=O)N1CCC2=C(C=CC=C12)N1CCN(CC1)C(=O)OC(C)(C)C)C